CN(CCN1C(=NC2=C1C=CC(=C2)NC2=NC=C(C(=N2)C2=CN(C1=C(C=CC=C21)OC)C)C(F)(F)F)C)C 1-(2-(dimethylamino)ethyl)-N-(4-(7-methoxy-1-methyl-1H-indol-3-yl)-5-(trifluoromethyl)pyrimidin-2-yl)-2-methyl-1H-benzo[d]imidazol-5-amine